6-(2,4-dimethylpyrazol-3-yl)-N-[[2-(2-phenylethyl)-3,3a,4,5,6,6a-hexahydro-1H-cyclopenta[c]pyrrol-4-yl]methyl]pyridazin-3-amine CN1N=CC(=C1C1=CC=C(N=N1)NCC1CCC2CN(CC21)CCC2=CC=CC=C2)C